5-acetyl-N-((2S,3R)-1-amino-3-hydroxy-1-oxobutan-2-yl)-1-oxo-2,5-diazaspiro[3.4]octane-6-carboxamide C(C)(=O)N1C2(CNC2=O)CCC1C(=O)N[C@H](C(=O)N)[C@@H](C)O